ClC1=CN(C2=NC=CC(=C21)OC2=C(C=C(C=C2F)NC(OC2=CC=CC=C2)=O)F)COCC[Si](C)(C)C phenyl {4-[(3-chloro-1-{[2-(trimethylsilyl)ethoxy]methyl}-1H-pyrrolo[2,3-b]pyridin-4-yl)oxy]-3,5-difluorophenyl}carbamate